2-methyl-N-[2-oxo-2-(2,2,2-trifluoroethylamino)ethyl]-4-[(5R)-5-[3-bromo-2-fluoro-5-(trifluoromethyl)phenyl]-5-(trifluoromethyl)-4H-isoxazol-3-yl]benzamide CC1=C(C(=O)NCC(NCC(F)(F)F)=O)C=CC(=C1)C1=NO[C@@](C1)(C(F)(F)F)C1=C(C(=CC(=C1)C(F)(F)F)Br)F